ethyl (S)-3-((tert-butyldimethylsilyl)oxy)-4-hydroxybutanoate [Si](C)(C)(C(C)(C)C)O[C@@H](CC(=O)OCC)CO